5-(2,4-difluorophenyl)-N-[2-[5-(methylcarbamoyl)-2-pyridyl]-2-(1-methylpyrazol-4-yl)propyl]isoxazole-3-carboxamide FC1=C(C=CC(=C1)F)C1=CC(=NO1)C(=O)NCC(C)(C=1C=NN(C1)C)C1=NC=C(C=C1)C(NC)=O